C1(CC1)C1=NC(=C(C(=O)NC)C=C1)NC(=O)N1C[C@](CC1)(C1=NC=NS1)C1=CC(=C(C=C1)C)F |o1:18| (R or S)-6-cyclopropyl-2-(3-(3-fluoro-4-methylphenyl)-3-(1,2,4-thiadiazol-5-yl)pyrrolidine-1-carboxamido)-N-methylnicotinamide